COC1C2(C(C3=CC=CC=C3C1)=O)CCCC2 methoxy-3',4'-dihydro-1'H-spiro[cyclopentane-1,2'-naphthalene]-1'-one